dihydro-2,4,6-tris(2-methylpropyl)-4H-1,3,5-dithiazine CC(CC1SC(NC(S1)CC(C)C)CC(C)C)C